CNC(C1=NC(=C(C=C1)N1CCC(CC1)CC1=CC(=NC=C1)NC(=O)NCC(F)(F)F)C)=O N,6-dimethyl-5-(4-((2-(3-(2,2,2-trifluoroethyl)ureido)pyridin-4-yl)methyl)piperidin-1-yl)picolinamide